ON1C(CCCC1(C)C)(C)C 1-Oxyl-2,2,6,6-tetramethylpiperidin